tert-butyl (R)-3-(((1,4-dioxan-2-yl)methoxy)methyl)azetidine-1-carboxylate O1[C@@H](COCC1)COCC1CN(C1)C(=O)OC(C)(C)C